BrC=1C=C(C=CC1F)NC(=NO)C1=NON=C1SCCNC(NCCOC)=O N-(3-bromo-4-fluorophenyl)-N'-hydroxy-4-[(2-{[(2-methoxyethyl)carbamoyl]amino}ethyl)sulfanyl]-1,2,5-oxadiazole-3-carboximidamide